CC1([C@@]2(C(C[C@H]1CC2)=O)CS(=O)(=O)[O-])C.[Zr+4].CC2([C@@]1(C(C[C@H]2CC1)=O)CS(=O)(=O)[O-])C.CC1([C@@]2(C(C[C@H]1CC2)=O)CS(=O)(=O)[O-])C.CC2([C@@]1(C(C[C@H]2CC1)=O)CS(=O)(=O)[O-])C zirconium [(1S,4R)-7,7-dimethyl-2-oxobicyclo[2.2.1]hept-1-yl]methanesulfonate